1,4-dihydroquinoline-3-carboxylic acid N1C=C(CC2=CC=CC=C12)C(=O)O